ClC1(CN(C1)C(=O)OC(C)(C)C)C1=NC=C(C=C1)OC1=CC=C(C=C1)F tert-Butyl 3-chloro-3-[5-(4-fluorophenoxy)-2-pyridyl]azetidine-1-carboxylate